COC=1C(=NC=C(C1)CN1C[C@H](NCC1)C1=C(C=CC=C1)C)N1[C@H](COCC1)C (3S)-4-(3-methoxy-5-{[(3R)-3-(2-methylphenyl)piperazin-1-yl]methyl}pyridin-2-yl)-3-methylmorpholine